C(=O)C1=CC=C(S1)C1=NC=NN1 5-(5-formyl-2-thienyl)-[1,2,4]triazol